4-(3,4-Dihydroxyphenyl)-5-hydroxy-7-methyl-chroman-2-one OC=1C=C(C=CC1O)C1CC(OC2=CC(=CC(=C12)O)C)=O